2-bromo-3-isobutyl-4-methylaniline BrC1=C(N)C=CC(=C1CC(C)C)C